tert-butyl (3R,4R)-4-(4-bromophenyl)-3-fluoropiperidinecarboxylate BrC1=CC=C(C=C1)[C@@H]1[C@H](CN(CC1)C(=O)OC(C)(C)C)F